1-(4-(((1H-benzo[d]imidazol-6-yl)methyl)(3-methoxybenzyl)amino)benzyl)piperazine-2,5-dione N1C=NC2=C1C=C(C=C2)CN(C2=CC=C(CN1C(CNC(C1)=O)=O)C=C2)CC2=CC(=CC=C2)OC